(1'R,2'R,4'S)-3-fluoro-5'-methyl-2'-(prop-1-en-2-yl)-4-propyl-1',2',3',4'-tetrahydro-[1,1'-biphenyl]-2,4',6-triol FC1=C(C(=C(C=C1CCC)O)[C@H]1[C@@H](C[C@@H](C(=C1)C)O)C(=C)C)O